1-(6Z,9Z,12Z,15Z-octadecatetraenoyl)-2-octadecanoyl-glycero-3-phosphoserine CCCCCCCCCCCCCCCCCC(=O)O[C@H](COC(=O)CCCC/C=C\C/C=C\C/C=C\C/C=C\CC)COP(=O)(O)OC[C@@H](C(=O)O)N